N[C@H]1[C@@H](O[C@@H]([C@H]1O)CO)N1C=NC=2C(=O)NC(N)=NC12 2'-Amino-2'-deoxy-guanosine